The molecule is an organosulfonate salt obtained by combining equimolar amounts of bepotastine and benzenesulfonic acid. A topical, selective and non-sedating histamine (H1) receptor antagonist used for treatment of itching associated with allergic conjunctivitis. It has a role as a H1-receptor antagonist and an anti-allergic agent. It contains a bepotastine(1+). C1CN(CCC1O[C@@H](C2=CC=C(C=C2)Cl)C3=CC=CC=N3)CCCC(=O)O.C1=CC=C(C=C1)S(=O)(=O)O